N-(quinoline-8-yl)butanamide N1=CC=CC2=CC=CC(=C12)NC(CCC)=O